benzyl (2-((3R)-3-((6-(1-(1-ethoxyethyl)-1H-pyrazol-4-yl)-5-isopropyl-[1,2,4]triazolo[1,5-a]pyridin-2-yl)amino)piperidin-1-yl)benzo[d]thiazol-5-yl)carbamate C(C)OC(C)N1N=CC(=C1)C=1C=CC=2N(C1C(C)C)N=C(N2)N[C@H]2CN(CCC2)C=2SC1=C(N2)C=C(C=C1)NC(OCC1=CC=CC=C1)=O